2-[[2,2-difluoroethyl(ethyl)carbamoyl]amino]-4-[2-methoxyethyl-[4-(5,6,7,8-tetrahydro-1,8-naphthyridin-2-yl)butyl]amino]butanoic acid FC(CN(C(=O)NC(C(=O)O)CCN(CCCCC1=NC=2NCCCC2C=C1)CCOC)CC)F